ClC1=CC=C(C=N1)CN1N=C(N(C1=O)NC(C(F)(F)F)=O)C N-(1-((6-chloropyridin-3-yl)methyl)-3-methyl-5-oxo-1,5-dihydro-4H-1,2,4-triazol-4-yl)-2,2,2-trifluoroacetamide